N-[3-fluoro-4-({7-[2-(3-fluoropyrrolidin-1-yl)ethoxy]-6-methoxyquinolin-4-yl}oxy)phenyl]-5-(4-fluorophenyl)-6-oxo-2,3,5,6-tetrahydrofuro[3,2-c]pyridine-7-carboxamide FC=1C=C(C=CC1OC1=CC=NC2=CC(=C(C=C12)OC)OCCN1CC(CC1)F)NC(=O)C1=C2C(=CN(C1=O)C1=CC=C(C=C1)F)CCO2